1-(1-(2-(benzo[d][1,3]dioxol-5-yl)acetyl)piperidin-4-yl)-1H-benzo[d]imidazol-2(3H)-one O1COC2=C1C=CC(=C2)CC(=O)N2CCC(CC2)N2C(NC1=C2C=CC=C1)=O